diphenylsulfide chloride [Cl-].C1(=CC=CC=C1)SC1=CC=CC=C1